OC1C[C@H](NC1)C(=O)O L-4-hydroxyproline